FC1(CCC(CC1)NC1=NC(=NC(=N1)NC1CCC(CC1)(F)F)C=1N=C(SC1)C(F)(F)F)F N2,N4-bis(4,4-difluorocyclohexyl)-6-(2-(trifluoromethyl)thiazol-4-yl)-1,3,5-triazine-2,4-diamine